Bis-Bocaminoxyacetic acid C(=O)(OC(C)(C)C)NOC(C(=O)O)ONC(=O)OC(C)(C)C